CC=1OC=C(N1)C(C)=O 1-(2-methyloxazol-4-yl)ethan-1-one